2-(4-((3-nitrophenyl)sulfonyl)piperazine-1-carbonyl)phenylacetate [N+](=O)([O-])C=1C=C(C=CC1)S(=O)(=O)N1CCN(CC1)C(=O)C1=C(C=CC=C1)CC(=O)[O-]